(R)-2-(5-cyclopropyl-3-((1-(methyl-d3)piperidin-3-yl)amino)-1,2,4-triazin-6-yl)-5-ethynylphenol C1(CC1)C=1N=C(N=NC1C1=C(C=C(C=C1)C#C)O)N[C@H]1CN(CCC1)C([2H])([2H])[2H]